N-(3-(6-oxa-3-azabicyclo[3.1.1]hept-3-yl)-1-(tetrahydro-2H-pyran-2-yl)-1H-pyrazolo[4,3-C]pyridin-6-yl)acetamide C12CN(CC(O1)C2)C2=NN(C1=C2C=NC(=C1)NC(C)=O)C1OCCCC1